1-(2-(dimethylamino)ethyl)-3-(4-(1-(3,4,5-trimethoxyphenyl)-1H-benzo[d]imidazol-6-yl)phenyl)urea CN(CCNC(=O)NC1=CC=C(C=C1)C=1C=CC2=C(N(C=N2)C2=CC(=C(C(=C2)OC)OC)OC)C1)C